((3S,5S,6R)-6-methyl-2-oxo-1-(2,2,2-trifluoroethyl)-5-(2,3,6-trifluorophenyl)piperidine-3-yl)tert-butyl carbamate C(N)(OC(C[C@H]1C(N([C@@H]([C@@H](C1)C1=C(C(=CC=C1F)F)F)C)CC(F)(F)F)=O)(C)C)=O